(2-chloro-4-phenoxyphenyl)(4-((4-(4-(2,2-dimethoxyethyl)piperidin-1-yl)-3-fluorophenyl)amino)-7H-pyrrolo[2,3-d]pyrimidin-5-yl)methanone ClC1=C(C=CC(=C1)OC1=CC=CC=C1)C(=O)C1=CNC=2N=CN=C(C21)NC2=CC(=C(C=C2)N2CCC(CC2)CC(OC)OC)F